pyrrolidin-3-amine tetrahydrochloride Cl.Cl.Cl.Cl.N1CC(CC1)N